3-(3-ethoxyphenyl)-1-isopropyl-N-[(3S)-3-methyl-1,1-dioxo-thiolan-3-yl]-2-oxo-imidazo[4,5-b]pyridine-6-carboxamide C(C)OC=1C=C(C=CC1)N1C(N(C=2C1=NC=C(C2)C(=O)N[C@@]2(CS(CC2)(=O)=O)C)C(C)C)=O